[Re](Cl)(Cl)Cl.C(C)(C)C1=C(NC2=CC=C(C=C12)C1CCNCC1)C1=CC(=NC=C1)C(C)(C)O 2-(4-(3-isopropyl-5-(piperidin-4-yl)-1H-indol-2-yl)pyridin-2-yl)propan-2-ol rhenium(III) chloride